(E)-1-(4-(5-carbamoyl-2-(1H-pyrrole-2-carboxamido)-1H-benzo[d]imidazol-1-yl)but-2-en-1-yl)-7-methyl-2-(1H-pyrrole-2-carboxamido)-1H-benzo[d]imidazole-5-carboxamide C(N)(=O)C1=CC2=C(N(C(=N2)NC(=O)C=2NC=CC2)C/C=C/CN2C(=NC3=C2C(=CC(=C3)C(=O)N)C)NC(=O)C=3NC=CC3)C=C1